diethyl N-(5-methylamino-2-thenoyl)-L-glutamate CNC1=CC=C(S1)C(=O)N[C@@H](CCC(=O)OCC)C(=O)OCC